2-Amino-4-(butylamino)-6-(4-((4-(2-hydroxyethyl)piperazin-1-yl)methyl)benzyl)pyridine NC1=NC(=CC(=C1)NCCCC)CC1=CC=C(C=C1)CN1CCN(CC1)CCO